sodium (ammonium) citrate C(CC(O)(C(=O)O)CC(=O)[O-])(=O)[O-].[NH4+].[Na+]